(4-(4,4,5,5-tetramethyl-1,3-dioxane-2-yl)cyclohexyl)zinc (II) iodide [I-].CC1(OC(OCC1(C)C)C1CCC(CC1)[Zn+])C